6-bromo-3,4-dihydronaphthalene BrC=1C=C2CCC=CC2=CC1